ClC=1C=CC(=C2C=C(NC12)C(=O)O)OC 7-chloro-4-methoxy-1H-indole-2-carboxylic acid